N-hexynyl-piperazine C(#CCCCC)N1CCNCC1